N-(3-aminocyclohexyl)piperazine NC1CC(CCC1)N1CCNCC1